FC1(CCN(CC1)C=1N=C(C=C2C=CC(=NC12)C)NC(C1=C(C=C(C=C1)NS(=O)(=O)CCO)N1CCC2(CC2)CC1)=O)F N-(8-(4,4-difluoropiperidin-1-yl)-2-methyl-1,7-naphthyridin-6-yl)-4-(2-hydroxyethylsulfonamido)-2-(6-azaspiro[2.5]octan-6-yl)benzamide